1-methyl-N-(tetrahydro-2H-pyran-4-yl)-2-(2-(2,2,2-trifluoroethylamino)pyridin-4-yl)-1H-pyrrolo[3,2-c]pyridin-6-amine CN1C(=CC=2C=NC(=CC21)NC2CCOCC2)C2=CC(=NC=C2)NCC(F)(F)F